Bis-(hydroxyphenyl) ether OC1=C(C=CC=C1)OC1=C(C=CC=C1)O